6-[4-(1-methylazetidin-3-yl)phenyl]isoindolin-1-one CN1CC(C1)C1=CC=C(C=C1)C1=CC=C2CNC(C2=C1)=O